BrC=1C=CC(=C(NC2=CC=C(C=C2)C2CCCCC2)C1)[N+](=O)[O-] 5-bromo-N-(4-cyclohexylphenyl)-2-nitroaniline